2-(3-methoxy-4-nitrophenyl)-2-methylpropanenitrile COC=1C=C(C=CC1[N+](=O)[O-])C(C#N)(C)C